2-benzyl-5-iodopyridazine-3-one C(C1=CC=CC=C1)N1N=CC(=CC1=O)I